5-bromo-1,2-difluoro-3-(fluoromethoxy)benzene BrC=1C=C(C(=C(C1)F)F)OCF